1-(2-isopropoxyethyl)piperidine isopropyl-(2R,3S,5R)-2-(((6-(5-bromopyrimidin-2-yl)bicyclo[4.1.0]heptan-3-yl)oxy)methyl)-3-((fluoromethyl)sulfonamido)-5-methylpyrrolidine-1-carboxylate C(C)(C)OC(=O)N1[C@H]([C@H](C[C@H]1C)NS(=O)(=O)CF)COC1CC2CC2(CC1)C1=NC=C(C=N1)Br.C(C)(C)OCCN1CCCCC1